COC=1C=CC(=NC1)C=1N=C(SC1)NC1=NC=CC=C1C 4-(5-methoxypyridin-2-yl)-N-(3-methylpyridin-2-yl)thiazol-2-amine